2-(4-hydroxyaminophenyl)butanoic acid ONC1=CC=C(C=C1)C(C(=O)O)CC